CC1(CNC(C2=CC=C(C=C12)C1=NC(=NC=C1)NC=1C=C(C(=O)NC2CCN(CC2)C)C=CC1)=O)C 3-((4-(4,4-Dimethyl-1-oxo-1,2,3,4-tetrahydroisoquinolin-6-yl)pyrimidin-2-yl)amino)-N-(1-Methylpiperidin-4-yl)benzamide